C(CCCCCCC\C=C/C\C=C/CCCCC)C1(CC(CC1)OC(CCN(C)C)=O)CCCCCCCC\C=C/C\C=C/CCCCC 3,3-Di((9Z,12Z)-octadeca-9,12-dien-1-yl)cyclopentyl-3-(dimethylamino)propanoate